N-((6S,7S)-5-((S)-2-cyanooxetane-2-carbonyl)-6-((2,2',5'-trifluoro-[1,1'-biphenyl]-3-yl)methyl)-5-azaspiro[2.4]heptan-7-yl)-1-fluoromethanesulfonamide C(#N)[C@]1(OCC1)C(=O)N1CC2(CC2)[C@@H]([C@@H]1CC=1C(=C(C=CC1)C1=C(C=CC(=C1)F)F)F)NS(=O)(=O)CF